ClC1=CC(=C(C=C1)C=1C=2N(N=C(C1)[C@@H]1C[C@@H](OCC1)C1=CC(NC=C1)=O)C(C(=C(N2)C)C)=O)F |r| 9-(4-chloro-2-fluoro-phenyl)-2,3-dimethyl-7-[rac-(2R,4S)-2-(2-oxo-1H-pyridin-4-yl)tetrahydropyran-4-yl]pyrimido[1,2-b]pyridazin-4-one